5-[6-[5-[3-[(5-bromo-2-pyridyl)oxy]cyclobutoxy]-2,2-difluoro-pentyl]-2,6-diazaspiro[3.3]heptan-2-yl]-2-(2,6-dioxo-3-piperidyl)isoindoline-1,3-dione BrC=1C=CC(=NC1)OC1CC(C1)OCCCC(CN1CC2(CN(C2)C=2C=C3C(N(C(C3=CC2)=O)C2C(NC(CC2)=O)=O)=O)C1)(F)F